(R)-3-(4-(2-(2-methyltetrazol-5-yl)pyridin-5-yl)3-fluorophenyl)-5-methyloxazolidine-2-one dihydrogen phosphate P(=O)(O)(O)O.CN1N=C(N=N1)C1=NC=C(C=C1)C1=C(C=C(C=C1)N1C(O[C@@H](C1)C)=O)F